1-methyl-7-((4-(1-methyl-4-(trifluoromethyl)-1H-imidazol-2-yl)benzyl)oxy)-5-(2-(trifluoromethyl)phenyl)-1H-pyrazolo[4,3-d]pyrimidine CN1N=CC=2N=C(N=C(C21)OCC2=CC=C(C=C2)C=2N(C=C(N2)C(F)(F)F)C)C2=C(C=CC=C2)C(F)(F)F